4-hydroxy-4-(3-Hydroxy-1-butenyl)-3,5,5-trimethyl-2-cyclohexene-1-one OC1(C(=CC(CC1(C)C)=O)C)C=CC(C)O